tert-Butyl (7-((2-(2,6-dioxopiperidin-3-yl)-1,3-dioxoisoindolin-5-yl)oxy)heptyl)(methyl)carbamate O=C1NC(CCC1N1C(C2=CC=C(C=C2C1=O)OCCCCCCCN(C(OC(C)(C)C)=O)C)=O)=O